(3Z)-2H-Indol-2-one N=1C(C=C2C=CC=CC12)=O